FC=1C=CC(=NC1)C1=NN=C(O1)C(=O)N1[C@H](C2=C(CC1)NC=N2)C2=NN1C(C(=CC=C1)C)=C2 (R)-(5-(5-fluoropyridin-2-yl)-1,3,4-oxadiazol-2-yl)(4-(4-methylpyrazolo[1,5-a]pyridin-2-yl)-6,7-dihydro-1H-imidazo[4,5-c]pyridin-5(4H)-yl)methanone